[C@@]12(CCC3=CC=CC(=C13)C(=O)N[C@@H](C)C(=O)O)CCC1=CC=CC=C12 ((R)-2,2',3,3'-tetrahydro-1,1'-spirobi[indene]-7-carbonyl)-L-alanine